C(C)(C)(C)C1=CC2=C(OPOC3=C2C=C(C=C3C(C)(C)C)C(C)(C)C)C(=C1)C(C)(C)C 2,4,8,10-tetra-tert-butyldibenz[d,f][1,3,2]dioxaphosphepine